2-(2-methylphenyl)-4,5-dihydro-oxazole CC1=C(C=CC=C1)C=1OCCN1